C(C)(C)(C)OC(=O)C1=CC=C(C[C@@H]2N(C(OC2)=O)C2=CC(=CC(=N2)[C@@H](C)NC=2C(=NC(=CC2)Cl)C(=O)O)C)C=C1 3-(((R)-1-(6-((S)-4-(4-(tert-Butoxycarbonyl)benzyl)-2-oxooxazolidin-3-yl)-4-methylpyridin-2-yl)ethyl)amino)-6-chloropicolinic acid